5-bromo-3-chloro-2-fluoro-6-hydroxy-benzaldehyde BrC=1C=C(C(=C(C=O)C1O)F)Cl